C1(CC1)C1=NC=NC(=C1C=1NC=C(C1)CC1=CC=C(C=C1)C=1N(C=C(N1)C(F)(F)F)C)OC (4-cyclopropyl-6-methoxypyrimidin-5-yl)-4-(4-(1-methyl-4-(trifluoromethyl)-1H-imidazol-2-yl)benzyl)pyrrole